(S)-(4-(5-chloro-2-ethoxyphenethyl)morpholin-2-yl)methanamine difumarate C(\C=C\C(=O)O)(=O)O.C(\C=C\C(=O)O)(=O)O.ClC=1C=CC(=C(CCN2C[C@@H](OCC2)CN)C1)OCC